FC1=CC=C(C=C1)[C@@H]1N(CCC2=CC=CC=C12)C(=O)[C@@H]1OC[C@H](CC1)NCCO ((S)-1-(4-fluorophenyl)-3,4-dihydroisoquinolin-2(1H)-yl)((2R,5S)-5-((2-hydroxyethyl)amino)tetrahydro-2H-pyran-2-yl)methanone